2-(3-carbamoylphenyl)-2-methylpropanoic acid C(N)(=O)C=1C=C(C=CC1)C(C(=O)O)(C)C